O=C(C(=O)NC=1C2=C(C=NC1)C=NN2)N2C(CC[C@@H](C2)C)C=2C=CC1=C(N=C(S1)C1CCN(CC1)C([2H])([2H])[2H])C2 |r| 2-oxo-N-(1H-pyrazolo[4,3-c]pyridin-7-yl)-2-[rac-(5S)-5-methyl-2-[2-[1-(trideuteriomethyl)-4-piperidyl]-1,3-benzothiazol-5-yl]-1-piperidyl]acetamide